4-(methyl-sulfonyl)piperidine CS(=O)(=O)C1CCNCC1